N-(1-methyl-1H-pyrazol-4-yl)-4-(8-((3-methyloxoazetidin-3-yl)methyl)-8-azabicyclo[3.2.1]oct-2-en-3-yl)pyrimidin-2-amine CN1N=CC(=C1)NC1=NC=CC(=N1)C1=CC2CCC(C1)N2CC2(C(NC2)=O)C